ClC1=C(C=CC(=C1)Cl)C1CC(C=2C(C3=C(C=CC=C3NC2C1)OC)=O)=O 3-(2,4-dichlorophenyl)-8-methoxy-3,4-dihydroacridine-1,9(2H,10H)-dione